3'-(3-octylthiophen-2-yl)-[1,1'-biphenyl]-4-carbaldehyde C(CCCCCCC)C1=C(SC=C1)C=1C=C(C=CC1)C1=CC=C(C=C1)C=O